OC1=CC=C(C(=O)NC=2SC(=CN2)[N+](=O)[O-])C=C1 4-Hydroxy-N-(5-nitrothiazol-2-yl)benzamide